ethyl (Z)-2-(ethoxymethylene)-3-oxobutyrate C(C)O\C=C(/C(=O)OCC)\C(C)=O